1,3,4-butanetricarboxylic acid C(CC(CC(=O)O)C(=O)O)C(=O)O